1-(4-benzyl-3-oxo-3,4-dihydro-2H-benzo[b][1,4]thiazin-6-yl)-3-(3,4-dihydro-2H-benzo[b][1,4]oxazin-6-yl)urea C(C1=CC=CC=C1)N1C2=C(SCC1=O)C=CC(=C2)NC(=O)NC2=CC1=C(OCCN1)C=C2